ClC1=CC(=C(COC2=CC=CC(=N2)C2=CC(N(C=C2)CC2=NC3=C(N2C[C@H]2OCCC2)C=C(C=C3)C(=O)O)=O)C=C1)F (S)-2-((4-(6-(4-chloro-2-fluorobenzyloxy)pyridin-2-yl)-2-oxopyridin-1(2H)-yl)methyl)-1-((tetrahydrofuran-2-yl)methyl)-1H-benzo[d]imidazole-6-carboxylic acid